C1(CCCCC1)C(COC)(COC)CCCC 2-cyclohexyl-2-n-butyl-1,3-dimethoxypropane